(4-fluoro-1-bicyclo[2.2.2]octanyl)urea FC12CCC(CC1)(CC2)NC(=O)N